BrC=1C=C(C=CC1)[C@H](CO)NC(=O)NC12CC(C1)(C2)C(F)(F)F 1-[(1R)-1-(3-bromophenyl)-2-hydroxyethyl]-3-[3-(trifluoromethyl)-1-bicyclo[1.1.1]pentanyl]urea